uranium hydrazine NN.[U]